Cl.CN(CCCN=C=NCC)C 1-(3-dimethylaminopropyl)-3-ethyl-carbodiimid monohydrochloride